12-((5-(dimethylamino)-1-naphthyl)thio)-6-phenyl-5,6,7,12-tetrahydrodibenzo[c,f][1,5]azastibocine CN(C1=C2C=CC=C(C2=CC=C1)S[Sb]1C2=C(CN(CC3=C1C=CC=C3)C3=CC=CC=C3)C=CC=C2)C